5-(4-fluorophenylsulfonyl)-2-(piperazin-1-yl)pyrimidine HCl salt Cl.FC1=CC=C(C=C1)S(=O)(=O)C=1C=NC(=NC1)N1CCNCC1